ClC1=CC(=C(OCC2=CC=CC(=N2)[C@H]2CN(CC2)CC2=NC3=C(N2C[C@H]2OCC2)C=C(C=C3F)C(=O)O)C=C1)F 2-{[(3R)-3-{6-[(4-chloro-2-fluorophenoxy)methyl]pyridin-2-yl}pyrrolidin-1-yl]methyl}-4-fluoro-1-{[(2S)-oxetan-2-yl]methyl}-1H-1,3-benzodiazole-6-carboxylic acid